C(C)(C)(C)C1=C(C(=CC(=C1)C)C(C)(C)C)O 2,6-di-t-Butyl-4-methylphenol